CC(C(CCCCC(CC)C(=O)O)C(=O)O)C(=O)O Decane-2,3,8-tricarboxylic acid